FC1=CC(=NC=N1)N1[C@H](CN(CC1)C1=NC=C(C=N1)I)COC (R)-2-(4-(6-fluoropyrimidin-4-yl)-3-(methoxymethyl)piperazin-1-yl)-5-iodopyrimidine